ClC1=C(C(=CC(=C1)F)Cl)C1=CC=C(C2=C1OCCO2)C[C@@H](C(=O)O)NC(C2=C(C=CC=C2Cl)Cl)=O (S)-3-(8-(2,6-dichloro-4-fluorophenyl)-2,3-dihydrobenzo[b][1,4]dioxin-5-yl)-2-(2,6-dichlorobenzamido)propionic acid